4-azido-2-bromobut-1-ene N(=[N+]=[N-])CCC(=C)Br